((5-piperazin-1-yl-piperidin-2-yl)amino)piperidine-2,6-dione N1(CCNCC1)C1CCC(NC1)NN1C(CCCC1=O)=O